FC1=CC=C2CCN(CC2=C1)CC1=CC=C(COC2=C3CN(C(C3=CC=C2)=O)C2C(NC(CC2)=O)=O)C=C1 3-{4-[4-(7-FLUORO-3,4-DIHYDRO-1H-ISOQUINOLIN-2-YL-METHYL)-BENZYLOXY]-1-OXO-1,3-DIHYDRO-ISOINDOL-2-YL}-PIPERIDINE-2,6-DIONE